ClC1=C(C(=NO)Cl)C(=CN=C1)Cl 3,5-dichloro-N-hydroxyisonicotinimidoyl chloride